N-(4-(1-(1H-imidazole-1-carbonyl)-1,2,3,6-tetrahydropyridin-4-yl)-1H-pyrrolo[2,3-b]pyridin-6-yl)cyclopropylcarboxamide N1(C=NC=C1)C(=O)N1CCC(=CC1)C1=C2C(=NC(=C1)NC(=O)C1CC1)NC=C2